N-[2-(3,4-dichloro-phenoxy)ethyl]bromo(3-methyl)pyridine ClC=1C=C(OCCN2C(C(=CC=C2)C)Br)C=CC1Cl